ClC1=NC=C2NC(N(C2=N1)CC1=CC=C(C=C1)N1N=C(C=C1C(C)C)C(F)(F)F)=O 2-chloro-9-([4-[5-isopropyl-3-(trifluoromethyl)pyrazol-1-yl]phenyl]methyl)-7H-purin-8-one